NC1=CC=CC(=N1)S(=O)(=O)NC(=O)C=1C(=NC(=CC1)C1=CC(=CC(=C1)OCC(C)C)F)N1C(C[C@H](C1)C)(C)C N-[(6-Amino-2-pyridyl)sulfonyl]-6-(3-fluoro-5-isobutoxyphenyl)-2-[(4R)-2,2,4-trimethylpyrrolidin-1-yl]pyridin-3-carboxamid